rac-(1S,2R,3R,5R)-3-[benzyl-(cyclopropyl)amino]-2-fluoro-8-azabicyclo[3.2.1]octane-8-carboxylic acid tert-butyl ester C(C)(C)(C)OC(=O)N1[C@@H]2[C@@H]([C@@H](C[C@H]1CC2)N(C2CC2)CC2=CC=CC=C2)F |r|